rac-tert-Butyl 4-((4-(4-bromo-2-methyl-1H-indol-1-yl)-3,3-difluoropiperidin-1-yl)methyl)piperidine-1-carboxylate BrC1=C2C=C(N(C2=CC=C1)[C@H]1C(CN(CC1)CC1CCN(CC1)C(=O)OC(C)(C)C)(F)F)C |r|